FC1C(C1)C(=O)NC=1N=C2N(C=C(C=C2)C2=C(C=CC=C2C)CO)C1 2-fluoro-N-(6-(2-(hydroxymethyl)-6-methylphenyl)imidazo[1,2-a]pyridin-2-yl)cyclopropane-1-carboxamide